C1(CCCC1)OC(CC=C(C(=O)O)C)OC1CCCC1.C(C(=C)C)(=O)OCC(OC1CCCC1)OC1CCCC1 dicyclopentanyloxyethyl methacrylate (dicyclopentanyl oxyethyl methacrylate)